C(C=C)(=O)OC(C(C(C(C(C(C(C(CC(F)(F)F)F)(F)F)(F)F)(F)F)(F)F)(F)F)(F)F)(F)F octadecafluorodecyl acrylate